5-(2-Nitrophenylsulphonyl)-5-aza-spiro[2.4]heptane [N+](=O)([O-])C1=C(C=CC=C1)S(=O)(=O)N1CC2(CC2)CC1